C1(CC1)C1=NC=NC(=C1C1=NC=2N(CC(N(C2C=N1)C)=O)CC1=CC(=C(C=C1)C=1N(C=C(N1)C(F)(F)F)C(C)C)F)OC 2-(4-cyclopropyl-6-methoxypyrimidin-5-yl)-5-methyl-8-(3-fluoro-4-(1-isopropyl-4-(trifluoromethyl)-1H-imidazol-2-yl)benzyl)-7,8-dihydropteridin-6(5H)-one